tert-butyl 3-(3-(2,4-dioxotetrahydropyrimidin-1(2H)-yl)-1-methyl-1H-indazol-6-yl)-3,6-diazabicyclo[3.1.1]heptane-6-carboxylate O=C1N(CCC(N1)=O)C1=NN(C2=CC(=CC=C12)N1CC2N(C(C1)C2)C(=O)OC(C)(C)C)C